COC1=C(C=C(C=N1)C=1C=CC=2N=CN=C(C2N1)N[C@H](C(=O)N1CCN(CC1)C)C)C(F)(F)F (S)-2-((6-(6-methoxy-5-(trifluoromethyl)pyridin-3-yl)pyrido[3,2-d]pyrimidin-4-yl)amino)-1-(4-methylpiperazin-1-yl)propan-1-one